C(#N)C[C@@H]1N(CCN(C1)C1=NC(=NC=2C[C@H](CCC12)N1C[C@H](CC2=CC=C(C=C12)F)F)N1CC(C1)N(C)C)C(=O)OCC1=CC=CC=C1 benzyl (S)-2-(cyanomethyl)-4-((S)-7-((S)-3,7-difluoro-3,4-dihydroquinolin-1(2H)-yl)-2-(3-(dimethylamino)azetidin-1-yl)-5,6,7,8-tetrahydroquinazolin-4-yl)piperazine-1-carboxylate